2-methoxy-6-phenoxy-aniline COC1=C(N)C(=CC=C1)OC1=CC=CC=C1